3,3-dimethyl-2-phenyl-3H-indole CC1(C(=NC2=CC=CC=C12)C1=CC=CC=C1)C